propyltetrahydropyrantriol dicobalt [Co].[Co].C(CC)C1(OCCC(C1O)O)O